C1(=CC=CC=C1)C=1N=C(NC1)C1N(CCCC1)C(CC)=O 1-(2-(4-phenyl-1H-imidazol-2-yl)piperidin-1-yl)propan-1-one